CC1=C(C2=C(OCCO2)C(=C1)O)O 6-methyl-2,3-dihydrobenzo[B][1,4]-dioxin-5,8-diol